C1(=CC=C(C=C1)C1=NC(=C(C=C1C(=O)C1=CC=CC=C1)C(=O)C1=CC=CC=C1)C1=CC=C(C=C1)C)C 2,6-di-p-tolylpyridine-3,5-diylbis(phenyl-methanone)